5-bromo-N-methyl-1,3-benzothiazol-2-amine BrC=1C=CC2=C(N=C(S2)NC)C1